(S)-6-(1-amino-1,3-dihydrospiro[indene-2,4'-piperidine]-1'-yl)-3-(1-methyl-1,2-dihydroquinolin-4-yl)-1,5-dihydro-4H-pyrazolo[3,4-d]pyrimidin-4-one N[C@@H]1C2=CC=CC=C2CC12CCN(CC2)C=2NC(C1=C(N2)NN=C1C1=CCN(C2=CC=CC=C12)C)=O